BrC=1SC(=CN1)C1=NC(=CN1C(C)C)C(F)(F)F 2-(2-bromo-1,3-thiazol-5-yl)-3-(prop-2-yl)-5-(trifluoromethyl)imidazole